2-[2-(1-piperidinyl)propoxy]ethyl-N-methyl-N-(sec-butyl)-amine N1(CCCCC1)C(COCCN(C(C)CC)C)C